NC=1N=NC(=CC1N1CC2CCC(C1)N2C=2C=C(C=O)C=CC2)C2=C(C=CC=C2)O 3-[3-[3-amino-6-(2-hydroxyphenyl)pyridazin-4-yl]-3,8-diazabicyclo[3.2.1]octan-8-yl]benzaldehyde